4-bromo-1-ethyl-1H-pyrazole BrC=1C=NN(C1)CC